(2S,4R)-N-(3-fluoro-4-(4-methylthiazol-5-yl)benzyl)-1-((R)-2-(1-fluorocyclopropane-1-amido)-3-mercapto-3-methylbutanoyl)-4-hydroxypyrrolidine-2-carboxamide FC=1C=C(CNC(=O)[C@H]2N(C[C@@H](C2)O)C([C@H](C(C)(C)S)NC(=O)C2(CC2)F)=O)C=CC1C1=C(N=CS1)C